1-(((R)-7-((2S,4R)-4-Hydroxy-2-phenylpiperidine-1-carbonyl)-7-azaspiro[4.5]decan-10-yl)methyl)-4-phenylpyridin-2(1H)-one O[C@H]1C[C@H](N(CC1)C(=O)N1CC2(CCCC2)[C@@H](CC1)CN1C(C=C(C=C1)C1=CC=CC=C1)=O)C1=CC=CC=C1